COC(=O)C1(CC2=C(C=CC(=C2C1)F)F)C(=O)OC 4,7-difluoro-1H-indene-2,2(3H)-dicarboxylic acid dimethyl ester